2-(3-bromo-4-(2,4-Difluorophenoxy)phenyl)propan-2-ol BrC=1C=C(C=CC1OC1=C(C=C(C=C1)F)F)C(C)(C)O